2-chloro-3-thiophenecarboxylate ClC=1SC=CC1C(=O)[O-]